C(C(CN1COC2=C(C1)C=CC=C2)S)C(CN2COC1=C(C2)C=CC=C1)S methylenebis(2-(2H-benzo[e][1,3]oxazin-3(4H)-yl)ethane-1-thiol)